2-(4-methoxyphenyl)-9H-pyrimido[4,5-b]indole COC1=CC=C(C=C1)C=1N=CC2=C(NC3=CC=CC=C23)N1